sulfodioxidanide S(=O)(=O)(O)O[O-]